triethylene glycol (3-ethyl-3-oxetanyl) ether C(C)C1(COC1)OCCOCCOCCO